Bis(2-hexyloctyl) 16-(2-(diethylamino)ethyl)-10,22-dihexyl-12,20-dioxo-11,13,19,21-tetraoxa-16-azahentriacontanedioate C(C)N(CCN(CCOC(OC(CCCCCCCCC(=O)OCC(CCCCCC)CCCCCC)CCCCCC)=O)CCOC(OC(CCCCCCCCC(=O)OCC(CCCCCC)CCCCCC)CCCCCC)=O)CC